5-ethyl-2-(4-methyl-5-oxo-4-propan-2-yl-1H-imidazol-2-yl)pyridine-3-carboxylic acid C(C)C=1C=C(C(=NC1)C=1NC(C(N1)(C(C)C)C)=O)C(=O)O